BrC1=CC2=C(NC(C(N2C)=O)=O)N=C1 7-bromo-1-methyl-2,3-dioxo-2,3-dihydropyrido[2,3-b]pyrazine